C(CCCC\C=C/C\C=C/C\C=C/CCCCC)(=O)O.CC(COC(C)CO)O dipropylene glycol γ-linolenate